2-((2-(dodecanoyloxy)-3-(3-((2-ethylhexyl)oxy)-5-pentadecylphenoxy) propyl) (methyl) amino)ethyl dodecanoate C(CCCCCCCCCCC)(=O)OCCN(C)CC(COC1=CC(=CC(=C1)CCCCCCCCCCCCCCC)OCC(CCCC)CC)OC(CCCCCCCCCCC)=O